Phenyl (diphenylphosphinite) C1(=CC=CC=C1)P(OC1=CC=CC=C1)C1=CC=CC=C1